N(=C=O)C1CCCC(C1)N=C=O 2,4-diisocyanatocyclohexane